C(CCCCCCC\C=C/C\C=C/CCCCC)(=O)OCC(COC(NCCN1CCCCCC1)=O)COC(CCC(OCCCCCCCC)OCCCCCCCC)=O 3-(((2-(azepan-1-yl)ethyl)carbamoyl)oxy)-2-(((4,4-bis(octyloxy)butanoyl)oxy)methyl)propyl (9Z,12Z)-octadeca-9,12-dienoate